C(C)P([O-])(=O)CC.[Na+] sodium diethylphosphinate salt